[Mn+2].C1(=CC=CC=C1)N1CCN(CC1)C(=O)NC1CN2CCC1CC2 4-phenyl-N-(quinuclidin-3-yl)piperazine-1-carboxamide manganese (ii)